(R)-N-(1-(3-(1-ethyl-1H-pyrazol-3-yl)-5-(1-methyl-1H-pyrazol-4-yl)phenyl)ethyl)-2-methyl-5-(methyl(1-methylazetidin-3-yl)amino)benzamide C(C)N1N=C(C=C1)C=1C=C(C=C(C1)C=1C=NN(C1)C)[C@@H](C)NC(C1=C(C=CC(=C1)N(C1CN(C1)C)C)C)=O